CC1=C(C(=C(C(=C1C(=O)[O-])S(=O)(=O)O)C(=O)[O-])C)[Na] dimethyl-5-sodiosulfoisophthalate